C(C)OCCOC1=CC=C(CN2C3=NC(=NC=C3N(C2=O)C)C2=C(C=CC=C2)C(C)C)C=C1 9-(4-(2-ethoxyethoxy)benzyl)-2-(2-isopropylphenyl)-7-methyl-7,9-dihydro-8H-purin-8-one